Methyl 6-[5-[1-benzyloxy-1-(trifluoromethyl)pent-4-enyl]-1,3,4-oxadiazol-2-yl]-5-(tert-butoxycarbonylamino)-3-(trifluoromethyl)pyridine-2-carboxylate C(C1=CC=CC=C1)OC(CCC=C)(C(F)(F)F)C1=NN=C(O1)C1=C(C=C(C(=N1)C(=O)OC)C(F)(F)F)NC(=O)OC(C)(C)C